C1(CCCC1)C=1C=CC(=NC1)C(C(=O)N)(C)N1C[C@@H](C(CC1)(F)F)C1=CNC(C=C1)=O (5-cyclopentylpyridin-2-yl)-2-((s)-4,4-difluoro-3-(6-oxo-1,6-dihydropyridin-3-yl)piperidin-1-yl)propanamide